COC(C(CC(C1=CC=CC=C1)=O)CC(C1=CC=C(C=C1)C)=O)=O 4-oxo-2-(2-oxo-2-(p-tolyl)ethyl)-4-phenylbutyric acid methyl ester